5-(2-chlorophenyl)thio-3-(octahydroindolizin-7-yl)-1H-indole acrylate C(C=C)(=O)O.ClC1=C(C=CC=C1)SC=1C=C2C(=CNC2=CC1)C1CCN2CCCC2C1